N-[(3S,4R)-3-Fluoro-3,4-dihydro-2H-1-benzopyran-4-yl]-4-{1H-pyrrolo[2,3-b]pyridin-4-yl}benzamide F[C@@H]1COC2=C([C@H]1NC(C1=CC=C(C=C1)C1=C3C(=NC=C1)NC=C3)=O)C=CC=C2